C1(CCC1)CN[C@H]1CN(CCC1)C1=CC(N(C=N1)CN1N=NC(=C1)C1=C2C=NNC2=CC(=C1)OC)=O 6-[(3R)-3-(cyclobutylmethylamino)-1-piperidyl]-3-[[4-(6-methoxy-1H-indazol-4-yl)triazol-1-yl]methyl]pyrimidin-4-one